ClC1=C(C=CC=C1F)CC(=O)NC(C(=O)O)CCN(CCCCC1=NC=2NCCCC2C=C1)C1CC1 2-[[2-(2-chloro-3-fluoro-phenyl)acetyl]amino]-4-[cyclopropyl-[4-(5,6,7,8-tetrahydro-1,8-naphthyridin-2-yl)butyl]amino]butanoic acid